6-(5-Methoxy-1,1-dioxido-3-oxoisothiazol-2(3H)-yl)hexanoic acid COC1=CC(N(S1(=O)=O)CCCCCC(=O)O)=O